triphenylcarbenium tetrakis(pentafluorophenyl)borate {trityl-tetrakis(pentafluorophenyl)borate} C(C1=CC=CC=C1)(C1=CC=CC=C1)(C1=CC=CC=C1)C1(C(C(=C(C(=C1F)F)F)F)F)[B-](C1=C(C(=C(C(=C1F)F)F)F)F)(C1=C(C(=C(C(=C1F)F)F)F)F)C1=C(C(=C(C(=C1F)F)F)F)F.FC1=C(C(=C(C(=C1[B-](C1=C(C(=C(C(=C1F)F)F)F)F)(C1=C(C(=C(C(=C1F)F)F)F)F)C1=C(C(=C(C(=C1F)F)F)F)F)F)F)F)F.C1(=CC=CC=C1)[C+](C1=CC=CC=C1)C1=CC=CC=C1.C1(=CC=CC=C1)[C+](C1=CC=CC=C1)C1=CC=CC=C1